NC=1C=C(C=C(C1)C)C(C)NC1=NC(=NC2=C3C(=C(C=C12)N1CC2(COC2)C1)CCC3)C N-(1-(3-amino-5-methylphenyl)ethyl)-2-methyl-6-(2-oxa-6-azaspiro[3.3]heptan-6-yl)-8,9-dihydro-7H-cyclopenta[h]quinazolin-4-amine